3-chloro-1H-indazol-7-amine ClC1=NNC2=C(C=CC=C12)N